C(C)OC=1C=C(C=CC1C=1NC(C2=C(N1)NN=N2)=O)C2=CC=C(C=C2)OCC(=O)O 2-((3'-ethoxy-4'-(7-oxo-6,7-dihydro-3H-[1,2,3]triazolo[4,5-d]pyrimidin-5-yl)-[1,1'-biphenyl]-4-yl)oxy)acetic acid